O=C1NC(CCC1N1C(C2=CC=CC(=C2C1=O)NCCCNC)=O)=O 2-(2,6-dioxo-3-piperidyl)-4-[3-(methylamino)propylamino]isoindoline-1,3-dione